FC(OC1=C(C=C(C=C1)C1=C(C2=C(CCC1)C=C(C=C2)C(=O)O)C=2C=NC(=CC2)O[C@@H]2CN(CC2)CCCF)F)F 6-[4-(difluoromethoxy)-3-fluorophenyl]-5-[6-[(3S)-1-(3-fluoropropyl)pyrrolidin-3-yl]oxy-3-pyridyl]-8,9-dihydro-7H-benzo[7]annulene-2-carboxylic acid